[N+](=O)([O-])C1=CC=C(C=C(C=O)Br)C=C1 p-nitro-alpha-bromocinnamaldehyde